[I-].COCC1=C(C=CC=C1)P(C1=CC=CC=C1)C1=CC=CC=C1 methoxymethyl-triphenylphosphine iodide